N=1C=CN2C1C=C(C=C2)C2=NN1C(=NC=3C=CC=CC3C1=N2)N[C@H]2C(NCCCC2)=O (3R)-3-{[2-(imidazo[1,2-a]pyridin-7-yl)[1,2,4]triazolo[1,5-c]quinazolin-5-yl]amino}azepan-2-one